L-alpha-Glutamyl-S-(11-{(1R)-1-[1-benzyl-4-(2,5-difluorophenyl)-1H-pyrrol-2-yl]-2,2-dimethylpropyl}-2,2-dimethyl-6,12-dioxo-5-oxa-7,11-diaza-2-silatridecan-13-yl)-L-cystein N[C@@H](CCC(O)=O)C(=O)N[C@@H](CSCC(N(CCCNC(OCC[Si](C)(C)C)=O)[C@H](C(C)(C)C)C=1N(C=C(C1)C1=C(C=CC(=C1)F)F)CC1=CC=CC=C1)=O)C(=O)O